6-fluoro-phenyl-1H-indole FC1=CC=CC=C1N1C=CC2=CC=CC=C12